C(C)C(C(=O)C1=CC=CC=C1)(O)CC=C 2-ethyl-2-allyl-2-hydroxyacetophenone